C(C)(C)(C)[Si](C1=CC=CC=C1)(C1=CC=CC=C1)OC tert-butyl(methoxy)diphenylsilane